CC=1C(=CC(=C(C1)C1=C(C=C(N)C(=C1)C)[N+](=O)[O-])[N+](=O)[O-])N 5,5'-Dimethyl-2,2'-dinitrobenzidine